4-bromo-2-((1-methyl-1H-benzo[d]imidazol-2-yl)methoxy)-1-(1-methyl-1H-tetrazol-5-yl)-1H-benzo[d]imidazole BrC1=CC=CC=2N(C(=NC21)OCC2=NC1=C(N2C)C=CC=C1)C1=NN=NN1C